C(C)(C)(C)OC(=O)NCC=1C=C(C=CC1)C=1C=C(C2=C(C(=CO2)C(=O)OCC)C1)O ethyl 5-(3-(((tert-butoxycarbonyl)amino)methyl)phenyl)-7-hydroxybenzofuran-3-carboxylate